3-Amino-N-methyl-4-[(2-oxoindolin-6-yl)amino]benzamide NC=1C=C(C(=O)NC)C=CC1NC1=CC=C2CC(NC2=C1)=O